[Na+].[Na+].FC=1C(=NC(=CC1)F)C1=NN(C=C1NC(=O)C=1N=C(SC1)C=1C=NN(C1)COP(=O)([O-])[O-])C1CCC(CC1)OCC.NC1CNCCC1 3-aminopiperidine (4-(4-((3-(3,6-difluoropyridin-2-yl)-1-((1r,4r)-4-ethoxycyclohexyl)-1H-pyrazol-4-yl)carbamoyl)thiazol-2-yl)-1H-pyrazol-1-yl)methyl-phosphate disodium salt